neo-pentanoate C(C(C)(C)C)(=O)[O-]